C(=O)C=1C=NN(C1)C1CC(N(C(C1)C)C(=O)OC(C)(C)C)C tert-butyl 4-(4-formylpyrazol-1-yl)-2,6-dimethyl-piperidine-1-carboxylate